COC(\C(=C/N(C)C)\C1=C(C=C(C=C1)C#N)C)=O (Z)-2-(4-cyano-2-methylphenyl)-3-(dimethylamino)acrylic acid methyl ester